O=C1NC(CCC1N1C(C2=CC=C(C=C2C1)CNC([C@H]([C@@H](C)O)NC(OC(C)(C)C)=O)=O)=O)=O tert-butyl ((2S,3R)-1-(((2-(2,6-dioxopiperidin-3-yl)-1-oxoisoindolin-5-yl)methyl)amino)-3-hydroxy-1-oxobutan-2-yl)carbamate